4-[3-chloro-4-(cyclopropylcarbamoylamino)phenoxy]-7-methoxy-quinoline-6-carboxamide ClC=1C=C(OC2=CC=NC3=CC(=C(C=C23)C(=O)N)OC)C=CC1NC(NC1CC1)=O